The molecule is an (S)-nicotine N(1')-oxide in which the N(1')-methyl group is on the same side of the pyrrolidine ring as the pyridine substituent. The major species at pH 7.3. C[N@+]1(CCC[C@H]1C2=CN=CC=C2)[O-]